(R)-1-(docosyloxy)-3-(trityloxy)propan-2-yl (4-nitrophenyl) carbonate C(O[C@H](COCCCCCCCCCCCCCCCCCCCCCC)COC(C1=CC=CC=C1)(C1=CC=CC=C1)C1=CC=CC=C1)(OC1=CC=C(C=C1)[N+](=O)[O-])=O